C1(CC=CCC1)OCCOC(C=C)=O.C(C(=C)C)(=O)OCCC[SiH2][SiH2][SiH3] methacryloxypropyl-trisilane 2-(cyclohex-3-en-1-yloxy)ethyl-acrylate